ClC1=NC=NC(=C1)C1=C(C=CC=C1C)C 4-chloro-6-(2,6-dimethylphenyl)pyrimidin